tert-butyl N-(4-aminophenyl)carbamate NC1=CC=C(C=C1)NC(OC(C)(C)C)=O